2-Fluoro-6-[1-[6-methyl-4-oxo-2-(2-pyridyl)chromen-8-yl]ethylamino]benzoic acid FC1=C(C(=O)O)C(=CC=C1)NC(C)C=1C=C(C=C2C(C=C(OC12)C1=NC=CC=C1)=O)C